COC(=O)[C@]1(O[C@H]([C@@H]([C@H](C1)O)NC(C)=O)[C@@H]([C@@H](CN)O)O)SC1=CC=C(C=C1)C.C(C)(C)OCCOCCN1C(C2=CC=CC=C2C1=O)=O 2-(2-(2-isopropoxyethoxy)ethyl)isoindoline-1,3-dione Methyl-(2R,4S,5R,6R)-5-acetamido-6-((1R,2R)-3-amino-1,2-dihydroxypropyl)-4-hydroxy-2-(p-tolylthio)tetrahydro-2H-pyran-2-carboxylate